ClC=1C(=NC2=CC(=CC=C2N1)OC1=CC2=C(N=C(N2)C)C=C1)C=1C=NN(C1)CCC1CCN(CC1)C chloro-7-[(2-methyl-3H-benzimidazol-5-yl)oxy]-2-[1-[2-(1-methyl-4-piperidinyl)ethyl]pyrazol-4-yl]quinoxaline